N-[5-[(6-bromo-4-methyl-3-oxo-3,4-dihydropyrazin-2-yl)amino]-2-[(3S)-3-(dimethylamino)pyrrolidin-1-yl]phenyl]prop-2-enamide BrC1=CN(C(C(=N1)NC=1C=CC(=C(C1)NC(C=C)=O)N1C[C@H](CC1)N(C)C)=O)C